N-[[5-[[(3R)-tetrahydrofuran-3-yl]methoxy]-1-[4-(trifluoromethyl)phenyl]indazol-3-yl]methyl]prop-2-enamide O1C[C@@H](CC1)COC=1C=C2C(=NN(C2=CC1)C1=CC=C(C=C1)C(F)(F)F)CNC(C=C)=O